((7-chloro-2-methyl-1,2,3,4-tetrahydroisoquinolin-6-yl)amino)-5-((3-(hydroxymethyl)pyridin-2-yl)amino)-1,2,4-triazine-6-carboxamide ClC1=C(C=C2CCN(CC2=C1)C)NC=1N=NC(=C(N1)NC1=NC=CC=C1CO)C(=O)N